C1(=C(C=CC=C1)C=1CCN(CC1)C(=O)OC(C)(C)C)C tert-Butyl 4-(o-tolyl)-3,6-dihydropyridine-1(2H)-carboxylate